(difluoromethyl)azetidin FC(F)N1CCC1